N1(CCNCC1)C1=CC=CC(=N1)C=1C=NN2C1C=CC=C2 3-(6-piperazin-1-yl-2-pyridyl)pyrazolo[1,5-a]pyridine